NCCC(=O)NCCC1=CC(O)=C(O)C=C1 N-β-alanyldopamine